(5's)-4-methoxy-5'-methyl-3H-spiro[furo[3,4-c]pyridine-1,3'-pyrrolidine] COC1=NC=CC2=C1COC21CN[C@H](C1)C